2'-[6-amino-5-(difluoromethoxy)pyridin-3-yl]-N-[2-(pyridin-2-yl)propan-2-yl]-5',6'-dihydrospiro[azetidine-3,4'-pyrrolo[1,2-b]pyrazole]-1-carboxamide NC1=C(C=C(C=N1)C=1C=C2N(N1)CCC21CN(C1)C(=O)NC(C)(C)C1=NC=CC=C1)OC(F)F